ClC1=C(C=CC(=C1)OCC=1C(=NOC1C1CC1)C1=C(C=CC=C1Cl)Cl)C1CC(=NO1)C=1C=CC(=NC1)C(=O)OC methyl 5-(5-(2-chloro-4-((5-cyclopropyl-3-(2,6-dichlorophenyl) isoxazol-4-yl) methoxy) phenyl)-4,5-dihydroisoxazol-3-yl)-picolinate